C(C1=CC=CC=C1)OC1=C(N(C=CC1=O)C[C@H](O)C1=C(C=CC=C1)F)C (R)-3-(benzyloxy)-1-(2-(2-fluorophenyl)-2-hydroxyethyl)-2-methylpyridin-4(1H)-one